tert-butyl (S)-2-((S)-4-bromo-5-chloro-6-fluoro-2-phenyl-2,3-dihydrobenzofuran-2-yl)pyrrolidine-1-carboxylate BrC1=C(C(=CC2=C1C[C@](O2)(C2=CC=CC=C2)[C@H]2N(CCC2)C(=O)OC(C)(C)C)F)Cl